3-(8'-oxo-3',4',6',8'-tetrahydro-7'H-spiro[azetidine-3,2'-pyrano[2,3-f]isoindole]-7'-yl)piperidine-2,6-dione O=C1N(CC=2C=C3C(=CC12)OC1(CC3)CNC1)C1C(NC(CC1)=O)=O